(R)-2-(3-((5-(3-(1-(3-((1-(tert-butoxycarbonyl)-4-(5-(pyridin-4-yl)-4H-1,2,4-triazol-3-yl)piperidin-4-yl)amino)benzamido)ethyl)phenoxy)pentyl)oxy)propoxy)acetic acid C(C)(C)(C)OC(=O)N1CCC(CC1)(C1=NN=C(N1)C1=CC=NC=C1)NC=1C=C(C(=O)N[C@H](C)C=2C=C(OCCCCCOCCCOCC(=O)O)C=CC2)C=CC1